N1C(=CC(C=C1C)C)C 1,4-dihydrocollidine